NCCN(C(C)=O)C N-(2-aminoethyl)-N-methylacetamide